(2,4-dimethoxypyrimidin-5-yl)methanol COC1=NC=C(C(=N1)OC)CO